mono-nonyl-phenol C(CCCCCCCC)C1=CC=C(C=C1)O